3-(2-phenylethyl)-5-[(2S)-1-isobutylsulfonylpiperidin-2-yl]-1,2,4-oxadiazole C1(=CC=CC=C1)CCC1=NOC(=N1)[C@H]1N(CCCC1)S(=O)(=O)CC(C)C